propoxynonyl acrylate C(C=C)(=O)OCCCCCCCCCOCCC